3-(phenylthio)propylacrylic acid C1(=CC=CC=C1)SCCCC(C(=O)O)=C